2,2-dimethylolpropionic acid borate B(O)(O)O.C(O)C(C(=O)O)(C)CO